(S)-N-(2-(1-(3-chloro-4-((3,5-difluoropyridin-2-yl)methoxy-d2)-5',6-dimethyl-2-carbonyl-2H-[1,4'-bipyridin]-2'-yl)-4-fluoro-1H-pyrazol-3-yl)propan-2-yl)-N-methylacetamide ClC=1C(N(C(=CC1OC([2H])([2H])C1=NC=C(C=C1F)F)C)C1=CC(=NC=C1C)N1N=C(C(=C1)F)C(C)(C)N(C(C)=O)C)=C=O